Bromo-acetic acid 1-chloromethyl-2-(2-methyl-5-nitro-imidazol-1-yl)-ethyl ester ClCC(CN1C(=NC=C1[N+](=O)[O-])C)OC(CBr)=O